N1(CCC1)C1=CC(=NC(=C1)C)OCC1=CC=C(C=C1)[C@@H](C)[C@]1(C(NC[C@@H]1CO)=O)C (3R,4R)-3-[(1R)-1-[4-[[4-(azetidin-1-yl)-6-methyl-2-pyridinyl]oxymethyl]phenyl]ethyl]-4-(hydroxymethyl)-3-methyl-pyrrolidin-2-one